ClC1=CC=C(C=C1)/C=C/CN1CCC2(CC1)CN(C1=CC=C(C=C12)F)C(=O)C1=CC(=NC=C1)Cl {r-[(2E)-3-(4-chlorophenyl)prop-2-en-1-yl]-5-fluorospiro[indol-3,4'-piperidine]-1(2H)-yl}(2-chloropyridin-4-yl)methanone